4-nitro-2-phenylisoindoline-1,3-dione [N+](=O)([O-])C1=C2C(N(C(C2=CC=C1)=O)C1=CC=CC=C1)=O